FC(C=1C=C(C=C(C1)C(F)(F)F)C1=NN(C=N1)/C=C(/C(=O)NN)\C=1C=NC=NC1)(F)F (E)-3-(3-(3,5-bis(trifluoromethyl)phenyl)-1H-1,2,4-triazole-1-yl)-2-(pyrimidin-5-yl)acrylohydrazide